4-(naphthalen-2-yl)-1H-1,2,3-triazole-5-carboxylic acid C1=C(C=CC2=CC=CC=C12)C=1N=NNC1C(=O)O